4-(4-{[2-(4-chlorophenyl)-4,4-dimethylcyclohex-1-en-1-yl]methyl}piperazin-1-yl)-2-(1H-indol-5-yloxy)-N-({4-[(4-methylpiperazin-1-yl)amino]-3-nitrophenyl}sulfonyl)-benzamide ClC1=CC=C(C=C1)C1=C(CCC(C1)(C)C)CN1CCN(CC1)C1=CC(=C(C(=O)NS(=O)(=O)C2=CC(=C(C=C2)NN2CCN(CC2)C)[N+](=O)[O-])C=C1)OC=1C=C2C=CNC2=CC1